6-(5-Methoxypyrazolo[1,5-a]pyridin-3-carbonyl)-N-(5-(trifluoromethyl)pyridin-3-yl)-4,5,6,7-tetrahydrothieno[2,3-c]pyridin-3-carboxamid COC1=CC=2N(C=C1)N=CC2C(=O)N2CC1=C(CC2)C(=CS1)C(=O)NC=1C=NC=C(C1)C(F)(F)F